(S)-(+)-4-[(9-benzyl-4-carbamoyl-7-ethyl-1,2,3,4-tetrahydrocarbazol-6-yl)oxy]butyric acid C(C1=CC=CC=C1)N1C2=CC(=C(C=C2C=2[C@H](CCCC12)C(N)=O)OCCCC(=O)O)CC